N[C@@H]1CN(CC1)C1=C(C=NC(=C1C1=CC(=CC(=C1)F)F)C#N)C(=O)N[C@H](C(F)(F)F)C 4-[(3S)-3-aminopyrrolidin-1-yl]-6-cyano-5-(3,5-difluorophenyl)-N-[(2S)-1,1,1-trifluoropropan-2-yl]pyridine-3-carboxamide